tert-butyl 4-[5-chloro-4-[[(1R)-1-(2,4-dichlorophenyl)ethyl]amino]-6-methyl-pyrimidin-2-yl]piperazine-1-carboxylate ClC=1C(=NC(=NC1C)N1CCN(CC1)C(=O)OC(C)(C)C)N[C@H](C)C1=C(C=C(C=C1)Cl)Cl